C(C1=CC=CC=C1)O[C@](C(F)(F)F)(CCCCC[C@@H](C)O[Si](C1=CC=CC=C1)(C1=CC=CC=C1)C(C)(C)C)C1=NN=C(O1)C1=NC(=C(C=C1NC(OC(C)(C)C)=O)C(F)(F)F)SC tert-butyl N-(2-{5-[(2R,8R)-2-(benzyloxy)-8-[(tert-butyldiphenylsilyl)oxy]-1,1,1-trifluorononan-2-yl]-1,3,4-oxadiazol-2-yl}-6-(methylsulfanyl)-5-(trifluoromethyl)pyridin-3-yl)carbamate